BrC(C(=O)O)[C@H]1[C@H]([C@H](COC1)CC(=O)OC(C)(C)C1=C(C=NN1CC1=C(C=CC=C1C)C)Br)CC(=O)O 2-(4-bromo-1-(2,6-dimethylbenzyl)-1H-pyrazol-5-yl)propan-2-ol (3r,4s,5s)-2-bromotetrahydro-2H-pyran-3,4,5-trisyl-triacetate